oleamide disodium [Na].[Na].C(CCCCCCC\C=C/CCCCCCCC)(=O)N